4-(2-((S)-2-(2-isopropylphenyl)pyrrolidin-1-yl)-7-azaspiro[3.5]non-7-yl)-2-((R)-3-methyl-2,3-dihydropyrrolo[3',2':5,6]pyrido[2,3-b][1,4]oxazin-1(6H)-yl)benzamide C(C)(C)C1=C(C=CC=C1)[C@H]1N(CCC1)C1CC2(C1)CCN(CC2)C2=CC(=C(C(=O)N)C=C2)N2C1=C(O[C@@H](C2)C)N=C2C(=C1)C=CN2